C(C)(CCC)C1CCC(CC1)O 4-sec-pentylcyclohexanol